Cl[Si](N([Si](Cl)(Cl)Cl)CC)(Cl)Cl hexachloro-2-ethyl-disilazane